C(C)OC([C@@H]([C@@H](NC(C1=CC=CC=C1)=O)C1=CC=CC=C1)O)=O (2R,3S)-N-benzoyl-3-phenylisoserine ethyl ester